NC1=NSC2=C1C=C(C=C2)C(OC)OC 3-Amino-5-dimethoxymethylbenzisothiazole